iminosuccinic acid sodium salt [Na+].N=C(C(=O)[O-])CC(=O)[O-].[Na+]